L-4,5,6,7-tetrahydro-6-methyl-2-aminobenzothiazole CC1CC2=C(N=C(S2)N)CC1